2-(6-cyano-1-(2-(2-methoxy-5-(trifluoromethyl)phenyl)-2-((tetrahydro-2H-pyran-4-yl)oxy)ethyl)-5-methyl-2,4-dioxo-1,2-dihydrothieno[2,3-d]pyrimidin-3(4H)-yl)-2-methylpropionic acid C(#N)C1=C(C2=C(N(C(N(C2=O)C(C(=O)O)(C)C)=O)CC(OC2CCOCC2)C2=C(C=CC(=C2)C(F)(F)F)OC)S1)C